CC1(OC[C@@H](O1)[C@@H]1[C@H](C1)C(=O)OC(C)(C)C)C tert-butyl (1S,2S)-2-((S)-2,2-dimethyl-1,3-dioxolan-4-yl)cyclopropane-1-carboxylate